OCC1=C(C#N)C=CC=C1 2-(hydroxymethyl)benzonitrile